Glycerin Trilaurate C(CCCCCCCCCCC)(=O)OCC(OC(CCCCCCCCCCC)=O)COC(CCCCCCCCCCC)=O